O=C1N2C(N=NN1COC1=CC=CC=C1)=C(N=C2)C(=O)N 4-oxo-3-(phenoxymethyl)-3,4-dihydroimidazo[5,1-d][1,2,3,5]tetrazine-8-carboxamide